N[C@@H](C)C(=O)N[C@@H](C)C(=O)N[C@@H](CC(N)=O)C(=O)OC(C)(C)C tert-Butyl L-alanyl-L-alanyl-L-asparaginate